S1N=NC(=C1)C1=CC=C(CN2CCN(CC2)C2=C(C=C3C(C(=CN(C3=C2)CC)C(=O)O)=O)F)C=C1 7-(4-(4-(1,2,3-thiadiazol-4-yl)benzyl)piperazin-1-yl)-1-ethyl-6-fluoro-4-oxo-1,4-dihydroquinoline-3-carboxylic acid